N-(6-chloroimidazo[1,2-b]pyridazin-2-yl)-2-cyano-2-methylpropionamide ClC=1C=CC=2N(N1)C=C(N2)NC(C(C)(C)C#N)=O